germanium phosphate P(=O)([O-])([O-])[O-].[Ge+2].P(=O)([O-])([O-])[O-].[Ge+2].[Ge+2]